4-{2-[4-Fluoro-6-(trifluoromethyl)-1H-1,3-benzodiazol-2-yl]phenyl}-1,2,3,4-tetrahydroisoquinolin-3-one FC1=CC(=CC=2NC(=NC21)C2=C(C=CC=C2)C2C(NCC1=CC=CC=C21)=O)C(F)(F)F